5-(5-(7-acetyl-3-ethyl-5,6,7,8-tetrahydroimidazo[1,5-a]pyrazin-1-yl)imidazo[1,5-a]pyridin-1-yl)picolinic acid C(C)(=O)N1CC=2N(CC1)C(=NC2C2=CC=CC=1N2C=NC1C=1C=CC(=NC1)C(=O)O)CC